(e)-8-(4-(dimethylamino)but-2-enoyl)-3-methyl-3,8-diazabicyclo[3.2.1]octan-2-one CN(C/C=C/C(=O)N1C2C(N(CC1CC2)C)=O)C